(S)-N-((S)-1-cyano-2-(2-fluoro-4-(1-oxo-1,2,3,4-tetrahydroisoquinolin-6-yl)phenyl)ethyl)-1,4-oxazepane-2-carboxamide C(#N)[C@H](CC1=C(C=C(C=C1)C=1C=C2CCNC(C2=CC1)=O)F)NC(=O)[C@H]1OCCCNC1